C(C)SC1=NC(=CC(=C1C(=O)NCC1=CC(=CC=C1)F)COC)N1CCOCC1 2-Ethylsulfanyl-N-[(3-fluorophenyl)-methyl]-4-(methoxymethyl)-6-morpholin-4-yl-pyridine-3-carboxylic acid amide